C1(CCCCC1)CNC(OC1=CC(=CC=C1)C=1C=NC=C(C1)C1=NC=NN1)=O 3-(5-(1H-1,2,4-triazol-5-yl)pyridin-3-yl)phenyl (cyclohexylmethyl)carbamate